(methyl)palladium C[Pd]